(1r,3s,5s)-3-(3-isopropyl-5-methyl-4H-1,2,4-triazol-4-yl)-8-azabicyclo[3.2.1]octane CC1=NN=C(N1C2C[C@H]3CC[C@@H](C2)N3)C(C)C